tert-butyl (3-((6-decylbenzo[d]oxazol-2-yl)amino)propyl)carbamate C(CCCCCCCCC)C1=CC2=C(N=C(O2)NCCCNC(OC(C)(C)C)=O)C=C1